(1s,4s)-4-(6-((2-(Dimethylamino)ethyl)amino)-4-methyl-1-oxoisoindolin-2-yl)-N-(1H-indol-2-yl)cyclohexane-1-carboxamide CN(CCNC1=CC(=C2CN(C(C2=C1)=O)C1CCC(CC1)C(=O)NC=1NC2=CC=CC=C2C1)C)C